COC=1C=C(C=C2C(=NC=NC12)NCC=1SC(=NN1)C)C=1SC(=CN1)C 8-methoxy-N-((5-methyl-1,3,4-thiadiazol-2-yl)methyl)-6-(5-methylthiazol-2-yl)quinazolin-4-amine